bis[(2-trimethylsilylmethylallyl)cyclopentadienyl]Hafnium Dichloride [Cl-].[Cl-].C[Si](C)(C)CC(CC1(C=CC=C1)[Hf+2]C1(C=CC=C1)CC(=C)C[Si](C)(C)C)=C